(R)-4-bromo-2-fluoro-6-(3-(fluoromethyl)-4-(pyridazin-3-ylmethyl)piperazin-1-yl)benzoic acid methyl ester COC(C1=C(C=C(C=C1N1C[C@@H](N(CC1)CC=1N=NC=CC1)CF)Br)F)=O